FC(C=1C(=C(C=CC1)C1=CC=C(C=C1)C(=O)N1[C@@H](C\C(\C1)=N/OC)CO)C)F (S,E)-(3'-(Difluoromethyl)-2'-methyl-[1,1'-biphenyl]-4-yl)(2-(hydroxymethyl)-4-(methoxyimino)pyrrolidin-1-yl)methanone